(S)-2-aminohept-6-enoic acid N[C@H](C(=O)O)CCCC=C